N5-2-propen-1-yl-1,2,4-thiadiazole-3,5-diamine C(C=C)NC1=NC(=NS1)N